C(C)(C)(C)SSCCC1=CC=CC=C1 1-(tert-butyl)-2-phenethyl-disulfane